(3S,11aR)-6-hydroxy-3-methyl-N-[(4-methyl-1,3-oxazol-2-yl)methyl]-5,7-dioxo-2,3,5,7,11,11a-hexahydro[1,3]oxazolo[3,2-a]pyrido[1,2-d]pyrazine-8-carboxamide OC=1C(C(=CN2C[C@@H]3N(C(C21)=O)[C@H](CO3)C)C(=O)NCC=3OC=C(N3)C)=O